The molecule is a pyrimidine ribonucleoside 5'-monophosphate having 6-carboxyuracil as the nucleobase. It has a role as a human metabolite, an Escherichia coli metabolite and a mouse metabolite. It is a conjugate acid of an orotidine 5'-phosphate(3-). C1=C(N(C(=O)NC1=O)[C@H]2[C@@H]([C@@H]([C@H](O2)COP(=O)(O)O)O)O)C(=O)O